(R)-2-bromo-8-ethyl-5,6,7,8-tetrahydroquinolin-8-ol BrC1=NC=2[C@@](CCCC2C=C1)(O)CC